trans-2-(2,5-dimethoxyphenyl)-3-(4-hydroxy-3-methoxyphenyl)-N-(4-hydroxyphenylethyl)acrylamide COC1=C(C=C(C=C1)OC)C(C(=O)NCCC1=CC=C(C=C1)O)=CC1=CC(=C(C=C1)O)OC